5-([3,4'-bipiperidin]-1-ylmethyl)-2-(2,4-dioxotetrahydropyrimidin-1(2H)-yl)isoindoline-1,3-dione N1(CC(CCC1)C1CCNCC1)CC=1C=C2C(N(C(C2=CC1)=O)N1C(NC(CC1)=O)=O)=O